3-[1-(4-chlorophenyl)triazol-4-yl]Bicyclo[1.1.1]Pentane-1-amine ClC1=CC=C(C=C1)N1N=NC(=C1)C12CC(C1)(C2)N